ClC1=CC(=C(N)C(=C1)I)F 4-chloro-2-fluoro-6-iodo-aniline